N(=C=O)C(C)CCCCCCCCC(C)N=C=O 2,11-diisocyanato-dodecane